NCCOCCN1C[C@@H](CC1)NC1=NC=C(C(=N1)C1=CNC2=CC(=CC=C12)C(=O)OC)C(F)(F)F methyl (R)-3-(2-((1-(2-(2-aminoethoxy)ethyl)pyrrolidin-3-yl)amino)-5-(trifluoromethyl)pyrimidin-4-yl)-1H-indole-6-carboxylate